ClC=1C=NC=C(C1[C@@H](C)OC=1C=C2C(=NNC2=CC1)C=1C=CC(=NC1)C(=O)N)Cl 5-[5-[(1R)-1-(3,5-dichloro-4-pyridyl)ethoxy]-1H-indazol-3-yl]pyridine-2-carboxamide